methyl 4-(bromomethyl)-7,7-difluoro-5H,6H-cyclopenta[b]pyridine-2-carboxylate BrCC1=C2C(=NC(=C1)C(=O)OC)C(CC2)(F)F